FC(C)(F)C1=NC(=C(C(=N1)C)S(=O)(=O)N1CC2(C1)CN(C2)CC2(COC2)C)C 2-[2-(1,1-difluoroethyl)-4,6-dimethylpyrimidin-5-yl]sulfonyl-6-[(3-methyloxetan-3-yl)methyl]-2,6-diazaspiro[3.3]heptane